NCCC(=O)SCCNC(CCNC([C@@H](C(COP(OP(OC[C@@H]1[C@H]([C@H]([C@@H](O1)N1C=NC=2C(N)=NC=NC12)O)OP(=O)(O)O)(=O)O)(=O)O)(C)C)O)=O)=O 3-aminopropionyl-CoA